COC=1C(=NC=CC1)CNC(=O)C=1N=C(OC1)CCNCCC1=NC2=C(N1CCC=1OC=CN1)C=C1C(=C2)OCCO1 N-((3-methoxypyridin-2-yl)methyl)-2-(2-((2-(1-(2-(oxazol-2-yl)ethyl)-6,7-dihydro-1H-[1,4]dioxino[2',3':4,5]benzo[1,2-d]imidazol-2-yl)ethyl)amino)ethyl)oxazole-4-carboxamide